C(C)OC1=NC=CC=C1C1=NC=2C(N(CC3(C(CN(CC3)C=3C=NC=C(C3C(F)(F)F)OC)CC)C2C=C1)C1CNCC1)=O 2-(2-ethoxypyridin-3-yl)-3'-ethyl-1'-[5-methoxy-4-(trifluoromethyl)pyridin-3-yl]-7-(pyrrolidin-3-yl)-6,7-dihydro-8H-spiro[1,7-naphthyridine-5,4'-piperidin]-8-one